O(S(=O)(=O)C(F)(F)F)C=1C2=C(N(C(C1)=O)CC1=CC=C(C=C1)OC)C=CS2 4-(4-methoxybenzyl)-5-oxo-4,5-dihydrothieno[3,2-b]pyridin-7-yl triflate